3,6-bis(phenyl-d5)-9H-carbazole C1(=C(C(=C(C(=C1[2H])[2H])[2H])[2H])[2H])C=1C=CC=2NC3=CC=C(C=C3C2C1)C1=C(C(=C(C(=C1[2H])[2H])[2H])[2H])[2H]